[Na].OC1=CC=C(C(=O)OC)C=C1 Methyl p-hydroxybenzoate sodium salt